azobis-cyclohexane-1-carbonitrile N(=NC1(CCCCC1)C#N)C1(CCCCC1)C#N